11-bromoundecyltrichlorosilane BrCCCCCCCCCCC[Si](Cl)(Cl)Cl